FC1=C(C=CC(=C1)F)[C@@H]1N(OCC1)C1=CC(=NC=N1)NC=1C(=CC(=C(C1)NC(C=C)=O)N1CCC(CC1)N1CCC(CC1)N1CCN(CC1)C)OC N-(5-((6-((R)-3-(2,4-difluorophenyl)isoxazolidine-2-yl)pyrimidine-4-yl)amino)-4-methoxy-2-(4-(4-methylpiperazine-1-yl)-[1,4'-bipiperidine]-1'-yl)phenyl)acrylamide